3-(4-Piperidyl)propionamide N1CCC(CC1)CCC(=O)N